CN(CCOCCC(=O)OC)C methyl 3-(2-(dimethylamino)ethoxy)propanoate